Perfluoro-3-oxabutyl vinyl ether C(=C)OC(C(OC(F)(F)F)(F)F)(F)F